N-{[4-(6-methoxypyridine-2-sulfonyl)phenyl]methyl}furo[2,3-c]pyridine-2-carboxamide COC1=CC=CC(=N1)S(=O)(=O)C1=CC=C(C=C1)CNC(=O)C1=CC=2C(=CN=CC2)O1